1-(3-(benzofuran-5-yl)-6-(3-methoxypropyl)pyrazin-2-yl)-2-methylpiperidine-4-carboxylic acid methyl ester COC(=O)C1CC(N(CC1)C1=NC(=CN=C1C=1C=CC2=C(C=CO2)C1)CCCOC)C